gold (I) sulfite salt S(=O)([O-])[O-].[Au+].[Au+]